2-(hydroxymethyl)-5-methoxytetrahydrofuran-3,4-diol OCC1OC(C(C1O)O)OC